Cl.NCCC#CC=1C=C(C(=O)N([C@H]2CNCCC2)C2=NC=CC3=CC=CC(=C23)C)C=CC1 (R)-3-(4-aminobut-1-yn-1-yl)-N-(8-methylisoquinolin-1-yl)-N-(piperidin-3-yl)benzamide hydrochloride salt